(2S)-3-[2-cyclohexyl-8-(methoxycarbonyl)-3H,6H,7H,8H,9H-imidazo[4,5-h]isoquinolin-3-yl]-2-(5-fluoro-2-methoxy-4-methylphenyl)propanoic acid C1(CCCCC1)C1=NC2=C(C=CC=3CCN(CC23)C(=O)OC)N1C[C@@H](C(=O)O)C1=C(C=C(C(=C1)F)C)OC